(E)-1-(2,4-dimethoxy-3,5-dimethylphenyl)-3-(3,4,5-trimethoxyphenyl)prop-2-en-1-one COC1=C(C=C(C(=C1C)OC)C)C(\C=C\C1=CC(=C(C(=C1)OC)OC)OC)=O